hexahydropyrano[3,2-d][1,3]dioxin-7-yl acetate C(C)(=O)OC1CC2OCOCC2OC1